O=C1NC(NC2=NC=CN=C12)=O dioxopteridine